FC(C(=O)[O-])(F)F.C[N+]=1NC=C2C=CC=CC12 1-methyl-2H-indazol-1-ium 2,2,2-trifluoroacetate